[1,2-14C]-acetate [14C]([14CH3])(=O)[O-]